ClC=1C=C(C=C(C1F)Cl)C1(CC(=NO1)C1=CC(=C(C(=O)NC2=NN(C(=N2)C(C)C)C)C=C1)C)C(F)(F)F 4-(5-(3,5-dichloro-4-fluorophenyl)-5-(trifluoromethyl)-4,5-dihydroisoxazol-3-yl)-N-(5-isopropyl-1-methyl-1H-1,2,4-triazol-3-yl)-2-methylbenzamide